6-[[4-[4-[[2-(4-Chlorophenyl)-5,5-dimethyl-cyclohexen-1-yl]methyl]piperazin-1-yl]benzoyl]sulfamoyl]hexanoic acid ClC1=CC=C(C=C1)C1=C(CC(CC1)(C)C)CN1CCN(CC1)C1=CC=C(C(=O)NS(=O)(=O)CCCCCC(=O)O)C=C1